sodium octyl isocyanate C(CCCCCCC)N=C=O.[Na]